C1(CCCC1)NC1=C2C(=NC(=C1)NC1=CC=C(C=3OCCOC31)C(=O)N3CCOCC3)NC=C2C#N 4-(cyclopentylamino)-6-((8-(morpholine-4-carbonyl)-2,3-dihydrobenzo[b][1,4]dioxin-5-yl)amino)-1H-pyrrolo[2,3-b]pyridine-3-carbonitrile